(2-(2-Chlorophenyl)-1-methyl-4,5,6,7-tetrahydro-1H-benzo[d]imidazol-5-yl)-2-methyl-5,6,7,8-tetrahydroimidazo[1,2-a]pyrazin ClC1=C(C=CC=C1)C1=NC2=C(N1C)CCC(C2)C2=C(N=C1N2CCNC1)C